6-(3-(2,3-Dichloropyridin-4-yl)-2-(trifluoromethyl)phenyl)-2-methoxynicotinaldehyde ClC1=NC=CC(=C1Cl)C=1C(=C(C=CC1)C1=NC(=C(C=O)C=C1)OC)C(F)(F)F